C1(CC1)C1=CN=C(O1)COC1=CC=CC(=N1)C1=CC(=C(CC2=NC3=C(N2C[C@H]2OCC2)C=C(C=C3)C(=O)O)C=C1F)F (S)-2-(4-(6-((5-cyclopropyloxazol-2-yl)methoxy)pyridin-2-yl)-2,5-difluorobenzyl)-1-(oxetan-2-ylmethyl)-1H-benzo[d]imidazole-6-carboxylic acid